FC(C=1C(=C(C=CC1F)C1C(OC(C1C)(C(F)(F)F)C)C(=O)N)OC)F 3-(3-(difluoromethyl)-4-fluoro-2-methoxyphenyl)-4,5-dimethyl-5-(trifluoromethyl)tetrahydrofuran-2-carboxamide